CC1=CC=CC=C1\C=C\C(=O)C1=CC=CC=C1 6-methyl-chalcone